6-(2,6-dichlorophenyl)-8-methyl-2-((6-((1-(2-(4-methylpiperazin-1-yl)ethyl)-1H-pyrazol-3-yl)oxy)pyridazin-3-yl)amino)pyrido[2,3-d]pyrimidin-7(8H)-one ClC1=C(C(=CC=C1)Cl)C1=CC2=C(N=C(N=C2)NC=2N=NC(=CC2)OC2=NN(C=C2)CCN2CCN(CC2)C)N(C1=O)C